[(2R,3S,4R,5R)-3,4-dihydroxy-5-(6-oxo-1H-purin-9-yl)tetrahydro-furan-2-yl]methyl dihydrogen phosphate P(=O)(OC[C@H]1O[C@H]([C@@H]([C@@H]1O)O)N1C=2N=CNC(C2N=C1)=O)(O)O